IC1=C(OCC(=O)C=2SC=CC2)C=CC=C1 2-(2-iodophenoxy)-1-(thien-2-yl)ethan-1-one